C(C)(=O)N[C@@H](C(C)(C)S)C(=O)O N-acetylpenicillamine